CC([C@@H](C(=O)N1[C@@H](C[C@H](C1)O)C(=O)NC)N1N=NC(=C1)CN1C(COCC1)=O)(C)C (2S,4R)-1-[(2S)-3,3-dimethyl-2-[4-[(3-oxomorpholin-4-yl)methyl]triazol-1-yl]butanoyl]-4-hydroxy-N-methyl-pyrrolidine-2-carboxamide